CC(CCCCN(CCCCCCC(C(=O)OC(CCCCCCCC)CCCCCCCC)(C)C)CCO)(C(OCCCCCCCCCCC)=O)C octylnonyl 8-[(5,5-dimethyl-6-oxo-6-undecoxy-hexyl)-(2-hydroxyethyl)amino]-2,2-dimethyl-octanoate